N-((3s,5s,7s)-adamantan-1-yl)-5-((6s,8s)-7,7-dimethyl-5,6,7,8-tetrahydro-6,8-methanoisoquinolin-3-yl)-1,3,4-thiadiazol-2-amine C12(CC3CC(CC(C1)C3)C2)NC=2SC(=NN2)C=2N=CC=3[C@@H]1C([C@H](CC3C2)C1)(C)C